CCCC(CC(C)S)=O α-methyl-5-sulfanylhexan-3-one